C(C1=CC=CC=C1)OC1=CC=C2C(CCOC2=C1)NC(C=C)=O N-{7-(benzyloxy)chroman-4-yl}acrylamide